C(C)(C)(C)OC(N(C1=C(C=C(C=C1)C1=CC(=C(C=C1)F)F)[N+](=O)[O-])C(=O)OC(C)(C)C)=O tert-Butoxycarbonyl-N-[4-(3,4-difluorophenyl)-2-nitro-phenyl]carbamic acid tert-butyl ester